ClC1=C(C=C2C=C(N=CC2=C1)NC(=O)C1C(C1)C=1N(N=CC1)CC(C)C)N1CCN(CC1)C1(COCC1O)C N-[7-chloro-6-[4-(4-hydroxy-3-methyl-tetrahydrofuran-3-yl)piperazin-1-yl]-3-isoquinolinyl]-2-(2-isobutylpyrazol-3-yl)cyclopropanecarboxamide